isopropyl (1-(5-(3-cyano-6-ethoxypyrazolo[1,5-a]pyridin-4-yl)pyridin-2-yl)-4-methylpiperidin-4-yl)carbamate C(#N)C=1C=NN2C1C(=CC(=C2)OCC)C=2C=CC(=NC2)N2CCC(CC2)(C)NC(OC(C)C)=O